N-(5-(5-cyanopyridazin-3-yl)-4-((2-(1,1-difluoroethyl)-6-methylpyrimidin-4-yl)amino)pyridin-2-yl)acetamide C(#N)C=1C=C(N=NC1)C=1C(=CC(=NC1)NC(C)=O)NC1=NC(=NC(=C1)C)C(C)(F)F